8-methyl-8-hydroxycarbonyltetracyclo[4.4.0.12,5.17,10]dodec-3-ene CC1(C2C3C4C=CC(C3C(C1)C2)C4)C(=O)O